2-tetrahydropyran-4-yl-2-azaspiro[3.5]nonane O1CCC(CC1)N1CC2(C1)CCCCC2